2-amino-anthraquinone NC1=CC=2C(C3=CC=CC=C3C(C2C=C1)=O)=O